C1(CC1)N(C1=CN=C(N=N1)C1=C(C=C(C(=C1)F)C1=NC=NC(=C1)OC)O)C1C([C@@H]2CC[C@H](C1)N2)F 2-(6-(cyclopropyl((1S,5R)-2-fluoro-8-azabicyclo[3.2.1]octan-3-yl)amino)-1,2,4-triazin-3-yl)-4-fluoro-5-(6-methoxypyrimidin-4-yl)phenol